N-((3S,4R)-4-((7-(2,6-dichloro-3,5-dimethoxyphenyl)-5-((tetrahydrofuran-3-yl)amino)-2,6-naphthyridin-3-yl)amino)-1-methylpyrrolidin-3-yl)acrylamide ClC1=C(C(=C(C=C1OC)OC)Cl)C1=NC(=C2C=C(N=CC2=C1)N[C@H]1[C@H](CN(C1)C)NC(C=C)=O)NC1COCC1